methyl 4-((1R,4R,5S)-5-((5-cyclopropyl-3-(2,6-dichlorophenyl)isoxazol-4-yl)methoxy)-2-azabicyclo[2.2.1]heptan-2-yl)benzoate C1(CC1)C1=C(C(=NO1)C1=C(C=CC=C1Cl)Cl)CO[C@@H]1[C@H]2CN([C@@H](C1)C2)C2=CC=C(C(=O)OC)C=C2